4-butylbenzoic acid (4-phenylimino-2-pentyl) ester C1(=CC=CC=C1)N=C(CC(C)OC(C1=CC=C(C=C1)CCCC)=O)C